C[C@H]1CN(CCN1C(C(F)(F)F)=O)C1=CC=C(C=C1)NC=1C=CC2=C(OCC(N2)=O)C1 (S)-7-((4-(3-methyl-4-(2,2,2-trifluoroacetyl)piperazin-1-yl)phenyl)amino)-2H-benzo[b][1,4]oxazin-3(4H)-one